R-2-fluoropropionate F[C@@H](C(=O)[O-])C